3-(6-(5-chloro-2-((4-(methylsulfonyl)phenyl)amino)pyrimidin-4-yl)-4-fluoro-1-isopropyl-1H-benzo[d]imidazol-2-yl)oxazolidin-2-one ClC=1C(=NC(=NC1)NC1=CC=C(C=C1)S(=O)(=O)C)C=1C=C(C2=C(N(C(=N2)N2C(OCC2)=O)C(C)C)C1)F